(2S)-1-((3-(2,6-dioxopiperidin-3-yl)-1-methyl-1H-indazol-7-yl)amino)-1-oxopropan O=C1NC(CCC1C1=NN(C2=C(C=CC=C12)NC(CC)=O)C)=O